1-methyl-4,5-diiodoimidazole iodonium salt [IH2+].CN1C=NC(=C1I)I